N-[4-(6-amino-5-chloro-pyrimidin-4-yl)oxy-3-fluoro-phenyl]-4-phenyl-thiazole-2-carboxamide NC1=C(C(=NC=N1)OC1=C(C=C(C=C1)NC(=O)C=1SC=C(N1)C1=CC=CC=C1)F)Cl